C(C1=CC=CC=C1)(=O)OC=1C2=CC=C(N2)C(=C2C=CC(C(=C3C=CC(=C(C=4C=CC1N4)OC(C4=CC=CC=C4)=O)N3)OC(C3=CC=CC=C3)=O)=N2)OC(C2=CC=CC=C2)=O 4'''-(porphyrin-5,10,15,20-tetrayl) tetrabenzoate